COC1=CC=2N(C=C1)C(=CN2)C(=O)NC2=C(C=CC(=C2)C2=NOC(=N2)CC2=CC=C(C=C2)C)C 7-methoxy-N-(2-methyl-5-(5-(4-methylbenzyl)-1,2,4-oxadiazol-3-yl)phenyl)imidazo[1,2-a]pyridine-3-carboxamide